O=C1NC(CCC1N1C(C2=CC=C(C=C2C1=O)C#CCO)=O)=O 2-(2,6-Dioxo-3-piperidyl)-5-(3-hydroxyprop-1-ynyl)isoindoline-1,3-dione